C(C)ONC(C1=CN=C(C=C1)NC1=NC=CC(=C1)C)=O N-ethoxy-6-((4-methylpyridin-2-yl)amino)nicotinamide